7-(Aminomethyl)-3,4-dihydroquinazolin-2(1H)-one hydrochloride Cl.NCC1=CC=C2CNC(NC2=C1)=O